C(C)(C)(C)OC(=O)N1CC(CC1)(C(N[C@H](C(=O)OC)C(C)C)=O)O 3-hydroxy-3-(((S)-1-methoxy-3-methyl-1-oxobutan-2-yl)carbamoyl)pyrrolidine-1-carboxylic acid tert-butyl ester